OC=1C=C(C=O)C=C(C1O)C 3,4-dihydroxy-5-methylbenzaldehyde